CC(C#C)=O 3-butyne-2-one